[3-chloro-5-oxo-8-(trifluoromethyl)pyrazolo[1,5-a]pyrido[3,2-e]pyrimidin-4(5H)-yl]acetic acid ClC=1C=NN2C1N(C(C1=C2N=C(C=C1)C(F)(F)F)=O)CC(=O)O